OC[C@H](C(C)C)NCCCOC=1C(=C(C=CC1)C1=C(C(=CC=C1)OCCCN1C[C@@H](CC1)O)C)C (R)-1-(3-((3'-(3-(((S)-1-hydroxy-3-methylbut-2-yl)amino)propoxy)-2,2'-dimethyl-[1,1'-biphenyl]-3-yl)oxy)propyl)pyrrolidin-3-ol